2-(3,4-difluorophenyl)-5-(1H-pyrrolo[2,3-b]pyridin-4-yl)-1-{[2-(trimethylsilyl)ethoxy]methyl}-1H-pyrrole-3-carboxylic acid FC=1C=C(C=CC1F)C=1N(C(=CC1C(=O)O)C1=C2C(=NC=C1)NC=C2)COCC[Si](C)(C)C